ClC1=NC(=NC(=N1)C1=CC=C(C=C1)C)C1=CC=C(C=C1)C 2-chloro-4,6-bis(4-methylphenyl)-1,3,5-triazine